OC1=CC=C(C=C1)NC(=O)N1CCN(CC1)C1=NC=C(C=C1)C(F)(F)F N-(4-hydroxyphenyl)-4-[5-(trifluoromethyl)pyridin-2-yl]piperazine-1-carboxamide